COC(=O)C=1C=C2C=NN(C2=C(C1)OC1=CC=C(C=C1)O)COCC[Si](C)(C)C.OC1=CC=C(OC=2C=C(C=C3C=NN(C23)COCC[Si](C)(C)C)C(=O)OC)C=C1 Methyl 7-(4-hydroxyphenoxy)-1-(2-trimethylsilylethoxymethyl)indazole-5-carboxylate Methyl-7-(4-hydroxyphenoxy)-1-(2-trimethylsilylethoxymethyl)indazole-5-carboxylate